COC=1C(OC2=CC=CC(=C2C1OC)C)=O 3,4-dimethoxy-5-methylcoumarin